BrC=1C=CC(=NC1)C(C([C@H](C)NC(OC(C)(C)C)=O)O)=O tert-butyl N-[(1S)-3-(5-bromo-2-pyridyl)-2-hydroxy-1-methyl-3-oxo-propyl]carbamate